1-(3-(3-(1H-pyrazol-4-yl)quinoxaline-6-carbonyl)-2-fluorophenyl)-3-(3-chloro-4-fluorophenyl)urea N1N=CC(=C1)C=1C=NC2=CC=C(C=C2N1)C(=O)C=1C(=C(C=CC1)NC(=O)NC1=CC(=C(C=C1)F)Cl)F